1-(4-chloro-phenyl)-cyclohexanecarbonyl chloride ClC1=CC=C(C=C1)C1(CCCCC1)C(=O)Cl